α-naphthaleneacetic acid cis-Ethyl-2-(6-((1-(3,4-dichlorobenzyl)-3,7-dimethyl-2,6-dioxo-2,3,6,7-tetrahydro-1H-purin-8-yl)amino)pyridin-2-yl)cyclopropanecarboxylate C(C)OC(=O)[C@H]1[C@H](C1)C1=NC(=CC=C1)NC1=NC=2N(C(N(C(C2N1C)=O)CC1=CC(=C(C=C1)Cl)Cl)=O)C.C1(=CC=CC2=CC=CC=C12)CC(=O)O